2-[(methylamino)methyl]-1,3-benzothiazol CNCC=1SC2=C(N1)C=CC=C2